1-(4-bromophenyl)-3-ethoxy-1,3-dioxopropan-2-yltetrahydro-2H-pyran-3-carboxylic acid ethyl ester C(C)OC(=O)C1C(OCCC1)C(C(=O)C1=CC=C(C=C1)Br)C(=O)OCC